8-(4-chloro-2-fluorophenyl)-6-(4-ethyl-3-(1-methyl-1H-pyrazol-4-yl)piperazin-1-yl)-2,3-dimethylpyrimido[5,4-d]pyrimidin-4(3H)-one ClC1=CC(=C(C=C1)C1=NC(=NC2=C1N=C(N(C2=O)C)C)N2CC(N(CC2)CC)C=2C=NN(C2)C)F